COC1=CC2=C(NC(=N2)C(=O)NC2=CC=CC=C2)C=C1 5-methoxy-N-phenyl-1H-benzo[d]imidazole-2-carboxamide